(S)-2-(4-(6-((4-cyano-2-fluorobenzyl)oxy)pyridin-2-yl)-2-fluorobenzyl)-1-(4,4-dimethyltetrahydrofuran-3-yl)-1H-benzo[d]imidazole-6-carboxylic acid C(#N)C1=CC(=C(COC2=CC=CC(=N2)C2=CC(=C(CC3=NC4=C(N3[C@@H]3COCC3(C)C)C=C(C=C4)C(=O)O)C=C2)F)C=C1)F